COC(=O)C12CCC(CC1)(CC2)C(NC2=NC=C(N=C2)Br)=O 4-(5-bromo-pyrazin-2-ylcarbamoyl)-bicyclo[2.2.2]octane-1-carboxylic acid methyl ester